di(methacryloxyethyl)-dimethylenediurethane C(C(=C)C)(=O)OCCN(C(=O)OCC)CCN(C(=O)OCC)CCOC(C(=C)C)=O